C(=O)O.C1(NC(C2=CC=CC=C12)=O)=O 1H-isoindole-1,3-dione, formic acid salt